8-bromo-N-(2-fluoro-6-methoxybenzyl)-[1,2,4]triazolo[4,3-c]pyrimidine-5-amine BrC=1C=2N(C(=NC1)NCC1=C(C=CC=C1OC)F)C=NN2